CS(=O)(=O)[O-].C(CCC)[N+]1=CN(C2=C1C=CC=C2)CCCC 1,3-Dibutylbenzimidazolium methanesulfonate